FC1(C(CN(CC1)C(=O)OC(C)(C)C)C=C)F tert-butyl 4,4-difluoro-3-vinylpiperidine-1-carboxylate